FC1=C(C=CC(=C1)CNC(CF)C)C1=NN=C(O1)C=1C(=NC=C(N1)C1=CC=C(C=C1)S(=O)(=O)C1COCC1)N 3-(5-(2-fluoro-4-((1-fluoropropan-2-ylamino)methyl)phenyl)-1,3,4-oxadiazol-2-yl)-5-(4-(tetrahydrofuran-3-ylsulfonyl)phenyl)pyrazin-2-amine